ClC=1C=C(C=CC1F)C=1N=C(SC1)NS(=O)(=O)C1=NC=C(C=C1C)NCC1=C(C(=CC=C1)OC)O N-(4-(3-chloro-4-fluorophenyl)thiazol-2-yl)-5-((2-hydroxy-3-methoxybenzyl)amino)-3-methylpyridine-2-sulfonamide